4-((4-(cyclohexylamino)-1H-pyrrolo[2,3-b]pyridin-5-yl)ethynyl)Benzonitrile C1(CCCCC1)NC1=C2C(=NC=C1C#CC1=CC=C(C#N)C=C1)NC=C2